COC1=CC=2N(C3=CC=CC=C3C2C=C1)NC(C1=CC=CC=C1)=O N-(2-methoxy-9H-carbazol-9-yl)benzamide